2,5-dichloro-4-benzoquinone ClC=1C(C=C(C(C1)=O)Cl)=O